5'-O-(4,4'-dimethoxytrityl)-N4-benzoyl-2'-fluoro-cytidine COC1=CC=C(C(C2=CC=C(C=C2)OC)(C2=CC=CC=C2)OC[C@@H]2[C@H]([C@]([C@@H](O2)N2C(=O)N=C(NC(C3=CC=CC=C3)=O)C=C2)(O)F)O)C=C1